4-(1-aminoethyl)-N'-(4-hydroxybenzoyl)benzenesulfonohydrazide NC(C)C1=CC=C(C=C1)S(=O)(=O)NNC(C1=CC=C(C=C1)O)=O